7-[1-(1-Cyano-4-piperidyl)-5-methyl-triazol-4-yl]-5-[(1R)-1-(5-fluoro-3-methyl-2-pyridyl)ethoxy]imidazo[1,2-a]pyridine-3-carbonitrile C(#N)N1CCC(CC1)N1N=NC(=C1C)C1=CC=2N(C(=C1)O[C@H](C)C1=NC=C(C=C1C)F)C(=CN2)C#N